Cl.N[C@H](C(=O)NC1=CC(=C(C=C1)SCC1=CC=CC=C1)OC)CC1=CC=CC=C1 (S)-2-amino-N-(4-(benzylsulfanyl)-3-methoxyphenyl)-3-phenylpropionamide hydrochloride